O=CCCNC(OCC1C2=CC=CC=C2C=2C=CC=CC12)=O (9H-fluoren-9-yl)methyl (3-oxopropyl)carbamate